(1'R,2'R)-5'-methyl-4-(4-(methylthio)butyl)-2'-(prop-1-en-2-yl)-1',2',3',4'-tetrahydro-[1,1'-biphenyl]-2,6-diol CC=1CC[C@H]([C@@H](C1)C=1C(=CC(=CC1O)CCCCSC)O)C(=C)C